5-(2-(Benzyloxy)ethoxy)-6-(4,4-difluoropiperidin-1-yl)pyridinehydrazide C(C1=CC=CC=C1)OCCOC=1C=CC(=NC1N1CCC(CC1)(F)F)C(=O)NN